tert-Butyl-3-(4-(((benzyloxy)carbonyl)amino)-3-fluorophenoxy)-1H-pyrazole-1-carboxylate C(C)(C)(C)OC(=O)N1N=C(C=C1)OC1=CC(=C(C=C1)NC(=O)OCC1=CC=CC=C1)F